tert-butyl-4-(((1-(2,6-bis(benzyloxy)pyridin-3-yl)-3-methyl-2-oxo-2,3-dihydro-1H-benzo[d]imidazol-4-yl)oxy)methyl)piperidine-1-carboxylate C(C)(C)(C)OC(=O)N1CCC(CC1)COC1=CC=CC=2N(C(N(C21)C)=O)C=2C(=NC(=CC2)OCC2=CC=CC=C2)OCC2=CC=CC=C2